3,5-dimethylnon-4-en-1-yl acetate C(C)(=O)OCCC(C=C(CCCC)C)C